[Ir].ClC=1C=NC(=C(C(=O)NC2CCC(CC2)CN2C(N(C3=C2C=CC=C3)C=3C=C2C(=NNC2=CC3)C3=CC=CC=C3)=O)C1)C 5-chloro-2-methyl-N-((1r,4r)-4-((2-oxo-3-(3-phenyl-1H-indazol-5-yl)-2,3-dihydro-1H-benzo[d]imidazol-1-yl)methyl)cyclohexyl)nicotinamide iridium